S(=O)(=O)([O-])[O-].S(=O)(=O)([O-])[O-].[Cu+2].[Cu+2] Cupric Sulphate [Sulfate]